N=1N=CN2C1CCC2 6,7-dihydro-pyrrolo[2,1-c][1,2,4]triazole